N-{(S)-[5-(1-Acetaminoethyl)-4-fluoro-1H-benzimidazol-2-yl](4-methylcyclohexyl)-methyl}-2-ethylpyrazole-3-carboxamide N(C(=O)C)C(C)C1=C(C2=C(NC(=N2)[C@@H](NC(=O)C=2N(N=CC2)CC)C2CCC(CC2)C)C=C1)F